2-[(4-{6-[(4-chloro-2-fluorobenzyl)oxy]pyridin-2-yl}piperidin-1-yl)methyl]-1-(2-hydroxyethyl)-1H-benzimidazole-6-carboxylic acid ClC1=CC(=C(COC2=CC=CC(=N2)C2CCN(CC2)CC2=NC3=C(N2CCO)C=C(C=C3)C(=O)O)C=C1)F